CC1=NC2=CC=C(C(=C2C=C1)C)C(=O)O 2,5-Dimethyl-quinoline-6-carboxylic acid